CC([C@H](C)N1C(C=CC2=C1N=C(N=C2)N[C@@H](C)C2=CC=C(C=N2)C2=CC(=NC=C2)C(F)(F)F)=O)C 8-[(2S)-3-methylbutan-2-yl]-2-({(1S)-1-[2'-(trifluoromethyl)-3,4'-bipyridin-6-yl]ethyl}amino)pyrido[2,3-d]pyrimidin-7(8H)-one